tert-butyl 5-(1-(tert-butoxycarbonyl)-3-iodo-1H-pyrrol-2-yl)-4-(1-(difluoromethyl) cyclopropane-1-carboxamido)-1H-indole-1-carboxylate C(C)(C)(C)OC(=O)N1C(=C(C=C1)I)C=1C(=C2C=CN(C2=CC1)C(=O)OC(C)(C)C)NC(=O)C1(CC1)C(F)F